[Li].[Sb].ClC1=CC2=C(C=C3N2C(=NN(C3=O)CC(=O)N[C@H]3C[C@H](CCC3)O)C(C)(C)O)S1 2-(2-chloro-5-(2-hydroxypropan-2-yl)-8-oxothieno[2',3':4,5]pyrrolo[1,2-d][1,2,4]triazin-7(8H)-yl)-N-((1r,3s)-3-hydroxycyclohexyl)acetamide antimony lithium